C(C\C=C/CC)OC(CCCCC(=O)O)OCC\C=C/CC 6,6-bis(((Z)-hex-3-en-1-yl)oxy)hexanoic acid